1-[[6-[(2-methoxy-4-propylphenyl)methoxy]-1-methyl-3,4-dihydronaphthalen-2-yl]methyl]acridine-3-carboxylic acid COC1=C(C=CC(=C1)CCC)COC=1C=C2CCC(=C(C2=CC1)C)CC1=CC(=CC2=NC3=CC=CC=C3C=C12)C(=O)O